5-(isoxazolidine-2-carbonyl)-6-methyl-2-oxo-1-(3-trifluoromethylphenyl)1,2-dihydropyridine-3-carboxylic acid 4-cyclopropanesulfonylbenzylamide C1(CC1)S(=O)(=O)C1=CC=C(CNC(=O)C=2C(N(C(=C(C2)C(=O)N2OCCC2)C)C2=CC(=CC=C2)C(F)(F)F)=O)C=C1